1,2,3,6,7,7a-hexahydro-3aH-3,6-methanopyrrolo[3,2-b]pyridine-3a-carboxamide N1CC2C3(N=CC(CC31)C2)C(=O)N